2-(2-bromo-2-methylpropanamido)ethyl methacrylate C(C(=C)C)(=O)OCCNC(C(C)(C)Br)=O